COC1=C(CNC(C(=O)NCCC2=NC=C(C=C2)C)=O)C=CC(=C1)C (2-methoxy-4-methylbenzyl)-N2-(2-(5-methylpyridin-2-yl)ethyl)oxalamide